FC1=CC(=NC=C1)CC1N(C(C2=CC=CC=C12)=O)CC1=CC2=C(NC(O2)=O)C=C1 6-((1-((4-fluoropyridin-2-yl)methyl)-3-oxoisoindolin-2-yl)methyl)benzo[d]oxazol-2(3H)-one